C(C)(C)(C)N1CC(C1)([N+](=O)[O-])CO (1-(tert-butyl)-3-nitroazetidin-3-yl)methanol